2,5-Dimethylthiophene CC=1SC(=CC1)C